ClC1=CC2=C(C(=CS2)S(=O)(=O)NC2=NC=C(C(=N2)OC)CCC#N)C=C1 6-chloro-N-[5-(2-cyanoethyl)-4-methoxy-pyrimidin-2-yl]benzothiophene-3-sulfonamide